COC(C1=CC(=CC(=C1)O[C@H]1COCC1)C=1SC(=CN1)C(C)C)=O 3-[5-(Prop-2-yl)-1,3-thiazol-2-yl]-5-[(3R)-tetrahydrofuran-3-yloxy]benzoic acid methyl ester